C(CCCCC)(=O)N[C@@H](CCC(=O)N[C@@H](CS)C(=O)NCC(=O)O)C(=O)O hexanoyl-gamma-glutamylcysteinylglycine